C(C)OC1=C(C(C1=O)=O)NCCC1=CC=C(C(=O)O)C=C1 4-(2-((2-ethoxy-3,4-dioxocyclobut-1-en-1-yl)amino)ethyl)benzoic acid